N1(CCCCCC1)C1=C(C=C2C(=N1)N=C(S2)N2CCOCC2)C2=C(N=C(O2)C2=CC(=NC=C2)C)C(=O)N (5-(azepan-1-yl)-2-morpholinothiazolo[4,5-b]pyridin-6-yl)-2-(2-methylpyridin-4-yl)oxazole-4-carboxamide